NC1CCN(CC1)C1=C(C=NC2=CC=C(C=C12)C=1C(=NC=C(C1)F)N)C1=CC(=CC(=C1)C)F 3-[4-(4-Aminopiperidin-1-yl)-3-(3-fluoro-5-methylphenyl)chinolin-6-yl]-5-fluoropyridin-2-amin